2,6-Dichloro-4-(3-fluoro-4-methylpyrrolidin-1-yl)pyridine ClC1=NC(=CC(=C1)N1CC(C(C1)C)F)Cl